ClC=1C=C(C#N)C=C(C1N1N=CC=2C=NC(=CC21)NC2=NC=NC(=C2)N2CC(CC2)(C)O)F 3-chloro-5-fluoro-4-(6-((6-(3-hydroxy-3-methylpyrrolidin-1-yl)pyrimidin-4-yl)amino)-1H-pyrazolo[4,3-c]pyridin-1-yl)benzonitrile